6-(4-Fluoro-2-(4-methyl-4H-1,2,4-triazol-3-yl)phenyl)-2-(6-methyl-4-(1-(1-methyl-1H-imidazol-2-yl)vinyl)pyridin-2-yl)isoindolin-1-one FC1=CC(=C(C=C1)C1=CC=C2CN(C(C2=C1)=O)C1=NC(=CC(=C1)C(=C)C=1N(C=CN1)C)C)C1=NN=CN1C